α,N-dimethyl-5-methoxytryptamine CC(NC)CC1=CNC2=CC=C(C=C12)OC